Diglycerol Trierucate C(CCCCCCCCCCC\C=C/CCCCCCCC)(=O)O.C(CCCCCCCCCCC\C=C/CCCCCCCC)(=O)O.C(CCCCCCCCCCC\C=C/CCCCCCCC)(=O)O.OCC(O)CO.OCC(O)CO